N[C@@H]1C(N(CC1)C=1C=CC(=NC1)C1=C(C=C(C#N)C=C1)OC1=CC(=NC(=C1)N1CCOCC1)C)=O 4-[5-[(3S)-3-amino-2-oxopyrrolidin-1-yl]pyridin-2-yl]-3-(2-methyl-6-morpholin-4-ylpyridin-4-yl)oxybenzonitrile